COC1=C(CC2=C(C(=CC=C2[N+](=O)[O-])C2=CC=CC=C2)S(=O)(=O)N)C=CC(=C1)OC (2,4-dimethoxybenzyl)-4-nitrobiphenyl-2-sulfonamide